C[C@@](CC(=O)O)(CC(=O)OC[C@@H]1[C@H]([C@@H]([C@H]([C@@H](O1)OC2=C(OC3=CC(=CC(=C3C2=O)O)OC)C4=CC(=C(C=C4)O)OC)O[C@H]5[C@@H]([C@](CO5)(CO)O)O)O)O)O The molecule is a viscumneoside that is viscumneoside IV in which the hydroxy group at position 2 of the glucosyl moiety has been converted to the corresponding beta-D-apifuranoside derivative. Found in Viscum coloratum, an evergreen hemiparasitic plant whose stems and leaves are used in traditional Chinese medicine for the treatment of rheumatism. It has a role as a plant metabolite. It is a viscumneoside, a glycosyloxyflavone, a dicarboxylic acid monoester, a tertiary alcohol and a beta-D-glucoside. It derives from a viscumneoside IV, a 3-hydroxy-3-methylglutaric acid, a beta-D-apiose and a rhamnacene.